(e)-4-(dimethylamino)-1-(2-(5-methylthiophen-2-yl)-2,7-diazaspiro[3.5]nonan-7-yl)but-2-en-1-one CN(C/C=C/C(=O)N1CCC2(CN(C2)C=2SC(=CC2)C)CC1)C